FC=1C=C(C(=O)OCC(C)(C)NC(=O)C=2C=C3C(=NC2)N(C=C3Cl)C)C=CC1 2-(3-chloro-1-methyl-1H-pyrrolo[2,3-b]pyridine-5-carboxamido)-2-methylpropyl 3-fluorobenzoate